bis(3-(2-(dimethylamino)ethyl)-1H-indol-4-yl) 2-methoxyisophthalate COC1=C(C(=O)OC2=C3C(=CNC3=CC=C2)CCN(C)C)C=CC=C1C(=O)OC1=C2C(=CNC2=CC=C1)CCN(C)C